NC1=C2C(=NC=N1)N(N=C2C2=NOC(=C2C2=NC=C(C(=N2)C)C2CCN(CC2)C(=O)OC(C)(C)C)C2CC2)C(C)(C)C tert-butyl 4-[2-[3-(4-amino-1-tert-butyl-pyrazolo[3,4-d]pyrimidin-3-yl)-5-cyclopropyl-isoxazol-4-yl]-4-methyl-pyrimidin-5-yl]piperidine-1-carboxylate